N-(4-Fluorophenyl)-4-hydroxy-3-{2-[4-(trifluoromethoxy)phenyl]-6-oxa-2,9-diazaspiro[4.5]decan-9-yl}butanamide FC1=CC=C(C=C1)NC(CC(CO)N1CCOC2(CCN(C2)C2=CC=C(C=C2)OC(F)(F)F)C1)=O